rac-(3R,4R)-4-{[5-(2,4-difluoro-phenyl)-isoxazole-3-carbonyl]-amino}-piperidine-3-carboxylic acid (1-cyano-cyclobutyl)-amide hydrochloride Cl.C(#N)C1(CCC1)NC(=O)[C@@H]1CNCC[C@H]1NC(=O)C1=NOC(=C1)C1=C(C=C(C=C1)F)F |r|